C(=O)(O)CCC1=CC(=C(OCC[C@H]([C@@H](CCOC2=C(C=C(NC3=C(C(=O)O)C=CC=C3)C=C2)Cl)O)O)C=C1)Cl 2-[4-[(3R,4R)-6-[4-(2-carboxyethyl)-2-chloro-phenoxy]-3,4-dihydroxy-hexoxy]-3-chloro-anilino]benzoic acid